N1=CC=C(C=C1)O[C@@H]1CN(CC1)C(=O)OC(C)(C)C tert-butyl (S)-3-(pyridin-4-yloxy)pyrrolidine-1-carboxylate